3-chloroprop-2-en-1-one ClC=CC=O